C(CCC)C=1N=NN(C1)C1=CC=C(C=C1)C=1OC(=NN1)C1=C(C=CC(=C1)OC1CCCCC1)C 2-(4-(4-butyl-1H-1,2,3-triazol-1-yl)phenyl)-5-(5-(cyclohexyloxy)-2-methylphenyl)-1,3,4-oxadiazole